(2R)-2-[(2,2-difluoroethyl)amino]-3-fluorobut-3-en-1-ol FC(CN[C@H](CO)C(=C)F)F